COC=1C=C(C=CC1OC)[C@@H](C1CCN(CC1)C(=O)C=1C=CC2=C(NC(CO2)=O)C1)C1=CC=NC=C1 |o1:10| 6-[4-[(S or R)-(3,4-Dimethoxyphenyl)-(4-pyridyl)methyl]piperidine-1-carbonyl]-4H-1,4-benzoxazin-3-one